C(C)(C)(C)C1N(CCCC(C1)CC#N)C(=O)O tert-butyl-4-(cyanomethyl)azepane-1-carboxylic acid